(3R,4S)-4-(aminomethyl)piperidin-3-ol NC[C@H]1[C@H](CNCC1)O